C(C)OC(=O)C=1C(=NC(=NC1)SC)NC(C)(C)C 4-(tert-butylamino)-2-(methylthio)pyrimidine-5-carboxylic acid ethyl ester